4-chloro-3,5-dichlorotoluene ClC1=C(C=C(C)C=C1Cl)Cl